8-((R)-2,3-Dihydroxy-propoxy)-3-fluoro-6,6-dimethyl-6H-benzo[b]naphtho[2,3-d]furan-11-one O[C@@H](COC=1C=C2C(C3=C(C4=C(O3)C=C(C=C4)F)C(C2=CC1)=O)(C)C)CO